(3beta,5alpha,6beta,24R)-Stigmastane-3,5,6-triol CC[C@H](CC[C@@H](C)[C@H]1CC[C@H]2[C@@H]3C[C@H]([C@]4(C[C@H](CC[C@]4(C)[C@H]3CC[C@]12C)O)O)O)C(C)C